tert-butyl (((1r,4r)-4-sulfamoylcyclohexyl)methyl)carbamate S(N)(=O)(=O)C1CCC(CC1)CNC(OC(C)(C)C)=O